5,5'''-dibromo-3'',4'-bis(2,4,6-triisopropylphenyl)-2,2':5',2'':5'',2'''-quaterthiophene BrC1=CC=C(S1)C=1SC(=C(C1)C1=C(C=C(C=C1C(C)C)C(C)C)C(C)C)C=1SC(=CC1C1=C(C=C(C=C1C(C)C)C(C)C)C(C)C)C=1SC(=CC1)Br